OC=1C=C2CCN3C(C2=CC1O)=CC(=NC3=O)N(C(CNC(=O)N)C)C3=C(C=C(C=C3C)C)C 2-({9,10-dihydroxy-4-oxo-6H,7H-pyrimido[4,3-a]isoquinolin-2-yl}(2,4,6-trimethylphenyl)amino)propylurea